FC=1C=C2C(=C(/C(/C2=CC1)=C/C1=CC=C(C=C1)OC1=CC=C(C=C1)F)CC1=CC=C(C=C1)OC1=CC=C(C=C1)F)CC(=O)O (Z)-2-(5-fluoro-2-(4-(4-fluorophenoxy)benzyl)-1-(4-(4-fluorophenoxy)-benzylidene)-1H-inden-3-yl)acetic acid